1-((5-methyl-1,3,4-oxadiazol-2-yl)methyl)-2-oxo-1,2-dihydropyridine-4-carboxamide CC1=NN=C(O1)CN1C(C=C(C=C1)C(=O)N)=O